(R)-5-(1-(3,5-dichloropyridin-4-yl)ethoxy)-N-(1-(pyridin-4-ylmethyl)-1H-pyrazol-4-yl)-1H-indazole-3-carboxamide ClC=1C=NC=C(C1[C@@H](C)OC=1C=C2C(=NNC2=CC1)C(=O)NC=1C=NN(C1)CC1=CC=NC=C1)Cl